2-(5-methyl-2-thienyl)ethylamine CC1=CC=C(S1)CCN